N1=C(C=CC=C1)C(CN)C1=NC=CC=C1 di(2-pyridyl)ethylamine